4-[3-[2,6-Dichloro-4-[4-(2-methoxyethyl)-1,4-diazepan-1-yl]benzoyl]-2,4-dihydro-1,3-benzoxazin-8-yl]-5-fluoro-2-morpholin-4-ylbenzoic acid ClC1=C(C(=O)N2COC3=C(C2)C=CC=C3C3=CC(=C(C(=O)O)C=C3F)N3CCOCC3)C(=CC(=C1)N1CCN(CCC1)CCOC)Cl